BrC(C#C)C 3-bromo-1-butyne